(difluoromethyl)-N-(5-fluoropyridin-2-yl)-5'-methyl-[3,4'-bipyridine] FC(F)C1N(C=CC=C1C1=CC=NC=C1C)C1=NC=C(C=C1)F